N=1C=CN2C1C=C(C=C2)C=2C=NN(C2)C(=O)OC(C)(C)C tert-butyl 4-imidazo[1,2-a]pyridin-7-ylpyrazole-1-carboxylate